O=S1(CCN(CC1)CCNC(=O)C=1C=NC2=CC=C(C=C2C1NC1(CC1)C)C=1C=NNC1)=O N-(2-(1,1-dioxidothiomorpholino)ethyl)-4-((1-methylcyclopropyl)amino)-6-(1H-pyrazol-4-yl)quinoline-3-carboxamide